tert-butyl 4-((4-((4-([1,2,4]triazolo[1,5-a]pyridin-7-yloxy)-3-chloro-2-fluorophenyl)amino)-7-methoxypyrido[3,2-d]pyrimidin-6-yl)oxy)piperidine-1-carboxylate N=1C=NN2C1C=C(C=C2)OC2=C(C(=C(C=C2)NC=2C1=C(N=CN2)C=C(C(=N1)OC1CCN(CC1)C(=O)OC(C)(C)C)OC)F)Cl